CCCCCC=CCC(=O)O.CC1=C(N)C(=CC(=C1)C(C1=CC=CC=C1)C1=CC=CC=C1)C 2,6-dimethyl-4-benzhydryl-aniline Oct-6-ene-8-carboxylate